1,4-diketopyrrolo[3,4-c]pyrrole O=C1N=CC2=C1C=NC2=O